triphenylsulfonium hydrochloride Salt Cl.C1(=CC=CC=C1)[S+](C1=CC=CC=C1)C1=CC=CC=C1